3-(4-Chloro-phenyl)-adamantane-1-carboxylic acid 3,4-dihydroxy-benzylamide OC=1C=C(CNC(=O)C23CC4(CC(CC(C2)C4)C3)C3=CC=C(C=C3)Cl)C=CC1O